3,3',3'',3'''-(5-(4,6-diphenyl-1,3,5-triazin-2-yl)pyridine-2,3,4,6-tetrayl)tetrakis(9-phenyl-9H-carbazole) C1(=CC=CC=C1)C1=NC(=NC(=N1)C1=CC=CC=C1)C=1C(=C(C(=NC1C=1C=CC=2N(C3=CC=CC=C3C2C1)C1=CC=CC=C1)C=1C=CC=2N(C3=CC=CC=C3C2C1)C1=CC=CC=C1)C=1C=CC=2N(C3=CC=CC=C3C2C1)C1=CC=CC=C1)C=1C=CC=2N(C3=CC=CC=C3C2C1)C1=CC=CC=C1